dimethyl-eicosyl-[3-(triethoxysilyl)propyl]ammonium chloride [Cl-].C[N+](CCC[Si](OCC)(OCC)OCC)(CCCCCCCCCCCCCCCCCCCC)C